C1(CC1)C1=NC=C(C(=N1)OC[C@@H]1CN(CC1)C1=CN=C(O1)C1=CC=CC=C1)C#N (S)-2-cyclopropyl-4-((1-(2-phenyloxazol-5-yl)pyrrolidin-3-yl)methoxy)pyrimidine-5-carbonitrile